N-[3-(morpholin-4-yl)propyl]-2-[(7-trifluoromethoxyquinolin-4-yl)amino]benzamide N1(CCOCC1)CCCNC(C1=C(C=CC=C1)NC1=CC=NC2=CC(=CC=C12)OC(F)(F)F)=O